1-(2-chloropyrimidin-4-yl)-5-cyclopropyl-3,3-dimethyl-2,3-dihydro-1H-pyrrolo[3,2-b]pyridine ClC1=NC=CC(=N1)N1CC(C2=NC(=CC=C21)C2CC2)(C)C